N1=C(N=CC=C1)N PYRIMIDIN-2-AMINE